N-(2-hexylamino)-2-cyanoacetamide CC(CCCC)NNC(CC#N)=O